C(C)OC(=O)C=1N=C(N(C1N)C1C(C1)C(F)(F)F)Br Ethyl-5-amino-2-bromo-1-[2-(trifluoromethyl)cyclopropyl]-1H-imidazol-4-carboxylat